OCCS(=O)(=O)NC1=CC(=C(C=C1)C=1OC(=NN1)C1=NC(=NC(=C1)C)N1CC(CCC1)O)N1CCC2(CC2)CC1 2-hydroxy-N-(4-(5-(2-(3-hydroxypiperidin-1-yl)-6-methylpyrimidin-4-yl)-1,3,4-oxadiazol-2-yl)-3-(6-azaspiro[2.5]octan-6-yl)phenyl)ethane-1-sulfonamide